C(=O)O.FC1=C(O[C@@H](C#N)C)C=CC(=C1F)C1=CN=C2N1C=CN=C2NC2=CC(=C(C=C2)C(=O)N2CCN(CC2)C(=O)[C@H]2NC[C@@](C2)(C)O)C (2R)-2-[2,3-difluoro-4-[8-[4-[4-[(2S,4S)-4-hydroxy-4-methyl-pyrrolidine-2-carbonyl]piperazine-1-carbonyl]-3-methyl-anilino]imidazo[1,2-a]pyrazin-3-yl]phenoxy]propanenitrile formate